CC1(N(CC2=C1NN=C2NC2CN(CCC2)C(C2=CC=C(C=C2)[N+](=O)[O-])=O)C(=O)OC(C)(C)C)C tert-Butyl 6,6-dimethyl-3-((1-(4-nitrobenzoyl)piperidin-3-yl)amino)-4,6-dihydropyrrolo[3,4-c]pyrazole-5(1H)-carboxylate